3-butynoyl-CoA C(CC#C)(=O)SCCNC(CCNC([C@@H](C(COP(OP(OC[C@@H]1[C@H]([C@H]([C@@H](O1)N1C=NC=2C(N)=NC=NC12)O)OP(=O)(O)O)(=O)O)(=O)O)(C)C)O)=O)=O